FC1=CC=C(CC2(CN(C2)C=2N=C(C3=C(N2)CC[S@]3=O)NC3(CCC3)CO)CC#N)C=C1 (R)-2-(3-(4-fluorobenzyl)-1-(4-((1-(hydroxymethyl)cyclobutyl)amino)-5-oxido-6,7-dihydrothieno[3,2-d]pyrimidin-2-yl)azetidin-3-yl)acetonitrile